N-{2-[(5-Fluoro-2-oxospiro[1H-indole-3,4'-oxane]-6-yl)amino]-2-oxo-1-(spiro[3.3]heptan-2-yl)-ethyl}-2-methylpyrazole-3-carboxamide FC=1C=C2C(=CC1NC(C(C1CC3(C1)CCC3)NC(=O)C=3N(N=CC3)C)=O)NC(C23CCOCC3)=O